BrC1=CC=C(C=C1)SC1=C(N=NN1CCC1=CC=C(C=C1)OC)C(=O)OCC ethyl 5-((4-bromophenyl) thio)-1-(4-methoxyphenylethyl)-1H-1,2,3-triazole-4-carboxylate